CCCCCCCCCCCCCCCCC(=O)OC[C@H](COP(=O)(O)OC[C@H](CO)O)OC(=O)CCCCCCC/C=C\C/C=C\CCCC 1-heptadecanoyl-2-(9Z,12Z-heptadecadienoyl)-glycero-3-phospho-(1'-sn-glycerol)